COC1=C(C2=CC=CC=C2C=C1)CN[C@H](C(=O)O)CCC(C)(C)C (2S)-2-{[(2-methoxynaphthalen-1-yl)methyl]amino}-5,5-dimethylhexanoic acid